C(C)[Si](OCC)(CC)C(C#N)CC diethyl-ethoxysilyl-butyronitrile